FC1=C(C=CC2=C1N=CS2)NC2=C1C(=NC=C2)SC(=C1)C1C(N(CC1)CCO)C 2-(3-(4-((4-Fluorobenzo[d]thiazol-5-yl)amino)thieno[2,3-b]pyridin-2-yl)-2-methylpyrrolidin-1-yl)ethan-1-ol